4-methyl-piperazinyl-aniline pyrido[1,2-b]isoquinoline-1-carboxylate C=1(C=CCN2C=C3C=CC=CC3=CC21)C(=O)O.CN2CCN(CC2)NC2=CC=CC=C2